C(C=C)(=O)N1CCN(CC1)C=1C2=C(N(C(N1)=O)C=1C(=NC=CC1C)C(C)C)N=C(C(=C2)F)Cl 4-(4-acryloylpiperazin-1-yl)-7-chloro-6-fluoro-1-(2-isopropyl-4-methylpyridin-3-yl)pyrido[2,3-d]pyrimidin-2(1H)-one